C(C1CO1)OCC[Si](OC)(OC)C glycidoxyethylmethyl-dimethoxysilane